N-[7-fluoro-2-[[2-[2-oxo-3-(3-oxo-4H-pyrazino[2,3-b][1,4]oxazin-6-yl)oxazolidin-5-yl]ethylamino]methyl]indan-5-yl]-2-methyl-oxazole-5-carboxamide FC=1C=C(C=C2CC(CC12)CNCCC1CN(C(O1)=O)C1=NC2=C(OCC(N2)=O)N=C1)NC(=O)C1=CN=C(O1)C